COC(=O)C=1C=C2CCCC2=C(C1C1=CC=2N(C=C1)N=CC2)N 7-amino-6-(pyrazolo[1,5-a]pyridin-5-yl)-2,3-dihydro-1H-indene-5-carboxylic acid methyl ester